D-α-methylaspartic acid C[C@](N)(CC(=O)O)C(=O)O